4-propyl-4'-vinyl-biphenyl C(CC)C1=CC=C(C=C1)C1=CC=C(C=C1)C=C